tert-butyl 9-isopropyl-7,10-dioxo-6-(4-(trifluoromethyl) benzyl)-2,6,9-triazaspiro[4.5]decane-2-carboxylate C(C)(C)N1CC(N(C2(CCN(C2)C(=O)OC(C)(C)C)C1=O)CC1=CC=C(C=C1)C(F)(F)F)=O